COC1=CC(=NC=C1)S(=O)(=N[Si](C)(C)C)CP(OCC)(OCC)=O diethyl ((4-methoxy-N-(trimethylsilyl)pyridine-2-sulfonimidoyl)methyl)phosphonate